6-{[2-fluoro-3-(5-formylpyridin-2-yl)phenyl]amino}-N-[(1R,2S)-2-fluorocyclopropyl]-8-(methylamino)imidazo[1,2-b]pyridazine-3-carboxamide FC1=C(C=CC=C1C1=NC=C(C=C1)C=O)NC=1C=C(C=2N(N1)C(=CN2)C(=O)N[C@H]2[C@H](C2)F)NC